1-(5-nitro-1,3-dihydro-2H-isoindol-2-yl)-2-(1,3-thiazol-2-ylsulfanyl)ethanone [N+](=O)([O-])C=1C=C2CN(CC2=CC1)C(CSC=1SC=CN1)=O